N(=[N+]=[N-])CC1=C(C=CC=C1Cl)N1N=NN=C1 1-(2-azidomethyl-3-chloro-phenyl)-1H-tetrazole